acetic acid platinum salt [Pt+2].C(C)(=O)[O-].C(C)(=O)[O-]